(S)-3-(1H-benzo[d]imidazol-5-yl)-4-(4-(dicyclopropylamino)phenyl)oxazolidin-2-one N1C=NC2=C1C=CC(=C2)N2C(OC[C@@H]2C2=CC=C(C=C2)N(C2CC2)C2CC2)=O